CC=1SC(=CC1)O 2-methyl-5-thiophenol